N1C(COCC1)C1=NC=CC(=C1)NS(=O)(=O)C1CC1 N-[2-(morpholin-3-yl)pyridin-4-yl]Cyclopropanesulfonamide